ClC1=CC=C(C(=N1)C1=CC=NN1C)NC(C)C1=CC(=CC=2C=3N(C(=NC12)N1CCN(CC1)C)C=NN3)C 6-chloro-2-(1-methyl-1H-pyrazol-5-yl)-N-(1-(9-methyl-5-(4-methylpiperazin-1-yl)-[1,2,4]triazolo[4,3-c]quinazolin-7-yl)ethyl)pyridin-3-amine